C(N1C=C(C=2C1=NC=C(C2)NC(C=C)=O)C#CC=2SC(=CC2)C(F)(F)F)([2H])([2H])[2H] N-(1-(Methyl-d3)-3-((5-(trifluoromethyl)thiophen-2-yl)ethynyl)-1H-pyrrolo[2,3-b]pyridin-5-yl)acrylamide